ClC1=C(C=C(C(=C1)F)C1=C(C(=C(C(=C1F)F)F)F)F)OC=1C(NC=CC1)=O 3-((4-chloro-2',3',4',5',6,6'-hexafluoro-[1,1'-biphenyl]-3-yl)oxy)pyridin-2(1H)-one